C(C=C)(=O)OCC[N+](C)(C)C 2-(acryloyloxy)ethyltrimethylammonium